[Br-].C(C)OC(C(=C)C)=O.C(C)C(=CC[NH3+])CC diethylvinylmethyl-ammonium ethyl-methacrylate bromide